3-(1-Methyl-7-(2-oxo-2-(4-((4-(trifluoromethoxy)phenyl)sulfonyl)piperazin-1-yl)ethoxy)-1H-indazol-3-yl)piperidine-2,6-dione CN1N=C(C2=CC=CC(=C12)OCC(N1CCN(CC1)S(=O)(=O)C1=CC=C(C=C1)OC(F)(F)F)=O)C1C(NC(CC1)=O)=O